5-(((1R,2S)-2-(dimethylamino)cyclohexyl)amino)-2-(2,6-dioxopiperidin-3-yl)isoindoline-1,3-dione CN([C@@H]1[C@@H](CCCC1)NC=1C=C2C(N(C(C2=CC1)=O)C1C(NC(CC1)=O)=O)=O)C